tert-butyl (4-((6-fluoro-2-oxo-2,3-dihydro-1H-benzo[d]imidazol-1-yl)methyl)benzyl)carbamate FC=1C=CC2=C(N(C(N2)=O)CC2=CC=C(CNC(OC(C)(C)C)=O)C=C2)C1